4-(2-chlorobenzyl)-N-hydroxy-3-oxo-3,4-dihydro-2H-benzo[b][1,4]oxazine-6-carboxamide ClC1=C(CN2C3=C(OCC2=O)C=CC(=C3)C(=O)NO)C=CC=C1